N-(2-(2,6-dioxopiperidin-3-yl)-1-oxoisoindolin-5-yl)-4-fluoro-1-methyl-1H-pyrrolo[2,3-b]pyridine-5-carboxamide O=C1NC(CCC1N1C(C2=CC=C(C=C2C1)NC(=O)C=1C(=C2C(=NC1)N(C=C2)C)F)=O)=O